(R)-tert-butyl-((2,3-dihydrofuran-2-yl)methoxy)diphenylsilane C(C)(C)(C)[Si](C1=CC=CC=C1)(C1=CC=CC=C1)OC[C@@H]1OC=CC1